ClC=1C(=NC(=NC1)NC1=C(C=C(C=C1)N1CCN(CC1)CC(F)(F)F)OC(F)F)NC=1SC=CC1C(=O)N 2-((5-chloro-2-((2-(difluorometh-oxy)-4-(4-(2,2,2-trifluoroethyl)-piperazin-1-yl)phenyl)amino)-pyrimidin-4-yl)amino)thiophene-3-carboxamide